6-(4-((4-(1H-pyrazol-4-yl)phenyl)amino)-5-chloro-pyrimidin-2-yl)-N,N-dimethyl-1H-indole-2-carboxamide N1N=CC(=C1)C1=CC=C(C=C1)NC1=NC(=NC=C1Cl)C1=CC=C2C=C(NC2=C1)C(=O)N(C)C